BrC=1SC=CC1C(=O)OCC ethyl 2-bromothiophene-3-carboxylate